C(#N)CCCO[Si](OC)(C)CCCN 2-cyanoethyl-aminopropyl-methyl-dimethoxysilane